N-((2-(3-(difluoromethyl)-6,7-dihydropyrazolo[1,5-a]pyrazin-5(4H)-yl)-1,6-naphthyridin-7-yl)methyl)-3-(S-(difluoromethyl)sulfonimidoyl)benzamide FC(C=1C=NN2C1CN(CC2)C2=NC1=CC(=NC=C1C=C2)CNC(C2=CC(=CC=C2)S(=O)(=N)C(F)F)=O)F